FC12CC(C1)(C2)N2C(N(C(C2)C#N)C2=CN=CC1=CC=CC=C21)=O 1-(3-fluoro-bicyclo[1.1.1]pent-1-yl)-3-(isoquinolin-4-yl)-2-oxoimidazoline-4-carbonitrile